tetrapropylmethoxytantalum C(CC)[Ta](OC)(CCC)(CCC)CCC